C1(CC1)C=1C=C(C=CC1)NC(=O)C=1C(=CC=2N(C1)C=C(N2)C2CCOCC2)OC N-(3-cyclopropylphenyl)-7-methoxy-2-(tetrahydro-2H-pyran-4-yl)imidazo[1,2-a]pyridine-6-carboxamide